copper tris(triphenylphosphine) chloride [Cl-].C1(=CC=CC=C1)P(C1=CC=CC=C1)C1=CC=CC=C1.C1(=CC=CC=C1)P(C1=CC=CC=C1)C1=CC=CC=C1.C1(=CC=CC=C1)P(C1=CC=CC=C1)C1=CC=CC=C1.[Cu+2].[Cl-]